OCCOC(=S)C=1PC=CC1 Hydroxyethylphospholothioate